C1[C@@H]2[C@H]1CN1CCCC21CO ((1aS,6bR)-hexahydrocyclopropa[a]pyrrolizin-6a(4H)-yl)methanol